ClC1=C(C=C(C(=C1)C(F)(F)F)Cl)NC(CN1C=2N(C(C(=C1CC)N1C[C@H](NCC1)C)=O)N=C(N2)C=2CCOCC2)=O (R)-N-(2,5-dichloro-4-(trifluoromethyl)phenyl)-2-(2-(3,6-dihydro-2H-pyran-4-yl)-5-ethyl-6-(3-methylpiperazin-1-yl)-7-oxo-[1,2,4]triazolo[1,5-a]pyrimidin-4(7H)-yl)acetamide